CN1N=C(N=N1)C(N1CCN(CC1)C=O)C1=CC=CC=C1 (4-((2-methyl-2H-tetrazol-5-yl)(phenyl)methyl)piperazin-1-yl)methanone